CNC(=O)NC1=CC(=C(C=C1)OC1=CC=CC=C1)C 1-methyl-3-(3-methyl-4-phenoxyphenyl)urea